N-(7-chloro-6-(1-(4-cyano-3-fluorotetrahydro-2H-pyran-4-yl)piperidin-4-yl)isoquinolin-3-yl)-6-oxaspiro[2.5]octane-1-carboxamide ClC1=C(C=C2C=C(N=CC2=C1)NC(=O)C1CC12CCOCC2)C2CCN(CC2)C2(C(COCC2)F)C#N